3-(4-(5-methyl-2-(methylsulfanyl)pyrimidin-4-yl)-1H-pyrazol-1-yl)propionitrile CC=1C(=NC(=NC1)SC)C=1C=NN(C1)CCC#N